3-(hexylthio)-1-(4-methoxyphenyl)-1H-pyrrole-2,5-dione C(CCCCC)SC=1C(N(C(C1)=O)C1=CC=C(C=C1)OC)=O